ClP1(OCC(CO1)(F)F)=O 2-chloro-5,5-difluoro-1,3,2-dioxaphosphorinane-2-oxide